C(C)(C)(C)OC(=O)N(CCC(=O)N([C@@H](C(C)C)C(=O)O)C)C N-(3-((tert-Butoxycarbonyl)(methyl)amino)propionyl)-N-methyl-L-valine